C(C)OC(=O)C=1C(N(C(N(C1)CC=C)=O)CC=C)=O 1,3-diallyl-2,4-dioxo-1,2,3,4-tetrahydropyrimidine-5-carboxylic acid ethyl ester